2-chloro-5-(3,3-diethoxy-1-propyl-1-yl)-N-(4-methoxybenzyl)pyrimidin-4-amine ClC=1N=CC(C(N1)NCC1=CC=C(C=C1)OC)=CCC(OCC)OCC